C[C@@H]1CN(C[C@H]2N1C[C@@H](C2)NC=2N=CC1=C(N2)CCNC1)C1=C2C=CC=NC2=C(C=C1)C#N 5-[(4R,7R,8aS)-4-methyl-7-(5,6,7,8-tetrahydropyrido[4,3-d]pyrimidin-2-ylamino)-3,4,6,7,8,8a-hexahydro-1H-pyrrolo[1,2-a]pyrazin-2-yl]quinoline-8-carbonitrile